C1=CC=CC=2C3=CC=CC=C3N(C12)C=1C=C(C=CC1)N1NC(=CC(=N1)C1=CC(=CC=C1)N1C2=CC=CC=C2C=2C=CC=CC12)C1=CC(=CC=C1)N1C2=CC=CC=C2C=2C=CC=CC12 2,4,6-Tris[3-(carbazole-9-yl)phenyl]triazine